C(CCC)S(=O)(=O)[O-] butane-sulfonate